[Cl-].C(CCC)N1CC=C(C=C1)C 1-butyl-4-methyl-pyridine chloride salt